9,9'-(5-(2,6-diphenylpyrimidin-4-yl)-1,3-phenylene)bis(3-(9,9'-spirobi[fluoren]-1-yl)-9H-carbazole) C1(=CC=CC=C1)C1=NC(=CC(=N1)C=1C=C(C=C(C1)N1C2=CC=CC=C2C=2C=C(C=CC12)C1=CC=CC=2C3=CC=CC=C3C3(C12)C1=CC=CC=C1C=1C=CC=CC13)N1C3=CC=CC=C3C=3C=C(C=CC13)C1=CC=CC=3C2=CC=CC=C2C2(C13)C1=CC=CC=C1C=1C=CC=CC12)C1=CC=CC=C1